CC(C(=O)OC)C1=CC=CC=C1 methyl Methylphenylacetate